(R)-N-(4-([1,2,4]triazolo[1,5-a]pyridin-7-ylmethyl)-3-methylphenyl)-6-(3-methylpiperazin-1-yl)quinazolin-4-amine hydrochloride Cl.N=1C=NN2C1C=C(C=C2)CC2=C(C=C(C=C2)NC2=NC=NC1=CC=C(C=C21)N2C[C@H](NCC2)C)C